(S)-1-(4-(3-chloro-4-(2-chloro-3-(6-methoxy-5-(((((R)-5-oxopyrrolidin-2-yl)methyl)amino)methyl)pyridin-2-yl)phenyl)pyridin-2-yl)-2-methoxybenzyl)pyrrolidine-3-carboxylic acid ClC=1C(=NC=CC1C1=C(C(=CC=C1)C1=NC(=C(C=C1)CNC[C@@H]1NC(CC1)=O)OC)Cl)C1=CC(=C(CN2C[C@H](CC2)C(=O)O)C=C1)OC